(1S,2R,3S,4R)-4-(2-(5-fluoropyridin-3-yl)-6-(((6-methylpyridin-2-yl)methyl)-amino)-9H-purin-9-yl)-2,3-dihydroxyl-N-methylcyclopentaneformamide FC=1C=C(C=NC1)C1=NC(=C2N=CN(C2=N1)[C@H]1[C@@H]([C@@H]([C@H](C1)C(=O)NC)O)O)NCC1=NC(=CC=C1)C